Cyclopropyl-6-(3-methylimidazo[4,5-c]pyridin-7-yl)-3-[[3-methyl-1-(2,2,2-trifluoroethyl)pyrazol-4-yl]amino]pyrazine-2-carboxamide C1(CC1)C=1N=C(C(=NC1C=1C2=C(C=NC1)N(C=N2)C)C(=O)N)NC=2C(=NN(C2)CC(F)(F)F)C